N1N=CC(=C1)C=1C2=C(C(=NC1)NCCCC(=O)O)CCO2 3-(((7-(1H-pyrazol-4-yl)-2,3-dihydrofuro[3,2-c]pyridin-4-yl)amino)methyl)propanoic acid